3-((2S)-3-(8-(6-(dimethylamino)pyridin-3-ylsulfonyl)-1-oxa-8-azaspiro[4.5]decan-3-ylamino)-2-hydroxypropoxy)-N-methylbenzenesulfonamide CN(C1=CC=C(C=N1)S(=O)(=O)N1CCC2(CC(CO2)NC[C@@H](COC=2C=C(C=CC2)S(=O)(=O)NC)O)CC1)C